C(C)(C)(C)OC(=O)N[C@H]([C@@H](C)OCC1=CC=C(C=C1)CCCOCC(=O)O)CCC(N)=O [3-[4-([[(2R,3S)-3-[(tert-butoxycarbonyl)amino]-5-carbamoylpentan-2-yl]oxy]methyl)phenyl]propoxy]acetic acid